C(C1=CC=CC=C1)C1CC(=NO1)CNC(=O)C=1C=NN(C1)C(C)C 5-benzyl-3-((1-isopropyl-1H-pyrazole-4-carboxamido)methyl)-4,5-dihydroisoxazole